e-sorbitol OC[C@H](O)[C@@H](O)[C@H](O)[C@H](O)CO